(2-(Benzyloxy)-4,6-dihydroxyphenyl)(8-((1-methyl-1H-pyrazol-4-yl)amino)-3,4-dihydroisoquinolin-2(1H)-yl)methanone C(C1=CC=CC=C1)OC1=C(C(=CC(=C1)O)O)C(=O)N1CC2=C(C=CC=C2CC1)NC=1C=NN(C1)C